O1CCN(CC1)C=1C2=C(N=C(N1)N1N=C(C=C1)C=1C=C(C=CC1)C)C=C(O2)C(=O)N2CCCCC2 (4-morpholino-2-(3-(m-tolyl)-1H-pyrazol-1-yl)furo[3,2-d]pyrimidin-6-yl)(piperidin-1-yl)methanone